CNC(C1=CC(=C(C=C1)NC1=CC(=CC=C1)C(F)(F)F)C=1N=NN(N1)C)=O N-methyl-3-(2-methyl-2H-tetrazol-5-yl)-4-((3-(trifluoromethyl)phenyl)amino)benzamide